P(=O)(O)(O)CC=O 2-phosphonoacetaldehyde